(4-chloro-2-methylpyrido[3,4-d]pyrimidin-6-yl)-3,6-diazabicyclo[3.1.1]heptane-6-carboxylic acid tert-butyl ester C(C)(C)(C)OC(=O)N1C2CNCC1(C2)C2=CC1=C(N=C(N=C1Cl)C)C=N2